benzyl-phenylpyrazole-1-Carboxylate C(C1=CC=CC=C1)C=1C(=NN(C1)C(=O)[O-])C1=CC=CC=C1